3-{trans-4-[(3-amino-1H-pyrazolo[3,4-b]pyridin-5-yl)oxy]cyclohexyl}-1-[5-(trifluoromethyl)-3-pyridinyl]-2,4-imidazolidinedione trifluoroacetate FC(C(=O)O)(F)F.NC1=NNC2=NC=C(C=C21)O[C@@H]2CC[C@H](CC2)N2C(N(CC2=O)C=2C=NC=C(C2)C(F)(F)F)=O